1-(8Z,11Z,14Z-eicosatrienoyl)-2-(9Z,12Z,15Z-octadecatrienoyl)-glycero-3-phosphocholine CCCCC/C=C\C/C=C\C/C=C\CCCCCCC(=O)OC[C@H](COP(=O)([O-])OCC[N+](C)(C)C)OC(=O)CCCCCCC/C=C\C/C=C\C/C=C\CC